N-(2-{5-[(1R,4R,7R)-7-amino-2-azabicyclo[2.2.1]heptane-2-carbonyl]-2-[1-(cyclopropylmethyl)-1H-pyrrolo[2,3-b]pyridin-2-yl]-7-methoxy-1H-1,3-benzodiazol-1-yl}ethyl)methanesulfonamide N[C@H]1[C@@H]2N(C[C@H]1CC2)C(=O)C2=CC1=C(N(C(=N1)C1=CC=3C(=NC=CC3)N1CC1CC1)CCNS(=O)(=O)C)C(=C2)OC